(2S,5R)-2-(N-(2-(1,3-thiazinan-2-yl) acetyl) carbamimidoyl)-7-oxo-1,6-diazabicyclo[3.2.1]octan-6-yl hydrogen sulfate S(=O)(=O)(ON1[C@@H]2CC[C@H](N(C1=O)C2)C(NC(CC2SCCCN2)=O)=N)O